(S)-N-cycloheptyl-2,2-difluoro-4-(4-methyl-5-oxocyclohex-3-en-1-yl)pent-4-enamide C1(CCCCCC1)NC(C(CC(=C)[C@H]1CC=C(C(C1)=O)C)(F)F)=O